Cl.C1(=CC=CC=C1)C(C(=O)O)CC phenyl-butanoic acid hydrochloride